COC(=O)C12CC(C1)(C2)C2=NOC(=N2)COC2=CC=C(C=C2)Cl 3-(5-((4-chlorophenoxy)methyl)-1,2,4-oxadiazol-3-yl)bicyclo[1.1.1]pentane-1-carboxylic acid methyl ester